OC1=C(C=C(C=C1)C(C(=O)OC)C)[N+](=O)[O-] methyl 2-(4-hydroxy-3-nitrophenyl)propanoate